2,5-dioxopyrrolidin-1-yl 2-(4-(2-(2-(prop-2-yn-1-yloxy)ethoxy)ethoxy)phenyl)acetate C(C#C)OCCOCCOC1=CC=C(C=C1)CC(=O)ON1C(CCC1=O)=O